[3-methyl-2-oxo-4-[3-(4-piperidyloxy)propyl]benzimidazol-1-yl]piperidine-2,6-dione CN1C(N(C2=C1C(=CC=C2)CCCOC2CCNCC2)N2C(CCCC2=O)=O)=O